1,3,5-tris(2-isocyanatoethyl)-1,3,5-triazine-2,4,6-trione N(=C=O)CCN1C(N(C(N(C1=O)CCN=C=O)=O)CCN=C=O)=O